tetrahydrofuran dimethyl-oxalate COC(C(=O)OC)=O.O1CCCC1